COC=1C=C(C=2N(C1)N=CC2)C=2C=NC(=NC2)N2CCN(CC2)C(C#CC2=CC=CC=C2)=O 1-(4-(5-(6-methoxypyrazolo[1,5-a]pyridin-4-yl)pyrimidin-2-yl)piperazin-1-yl)-3-phenyl-prop-2-yn-1-one